2-oxospiro[indoline-3,3'-pyrrolidine]-2',2'-d2 O=C1NC2=CC=CC=C2C12C(NCC2)([2H])[2H]